(4-(hydroxymethyl) phenyl) thiocarbamate C(N)(OC1=CC=C(C=C1)CO)=S